N-[(4,5-difluoro-1H-benzimidazol-2-yl)methyl]-8-ethyl-2-(morpholin-4-yl)pyrazolo[1,5-a][1,3,5]triazin-4-amine FC1=C(C=CC=2NC(=NC21)CNC2=NC(=NC=1N2N=CC1CC)N1CCOCC1)F